CC1=NC=NC(=C1C1=C(O[C@H]2CN(CCC2)C(=O)OC(C)(C)C)C=CC(=C1)NC(=O)[C@H]1[C@@H](C1)F)C tert-butyl (3R)-3-[2-(4,6-dimethylpyrimidin-5-yl)-4-[[(1S,2R)-2-fluorocyclopropanecarbonyl]amino]phenoxy]piperidine-1-carboxylate